FC(C(=O)O)(F)F.C(C)OC1=NC(=NC=C1C(=O)NC1=CC2=CN(N=C2C=C1)C)N1C[C@H](CC1)NC (S)-4-ethoxy-N-(2-methyl-2H-indazol-5-yl)-2-(3-(methylamino)pyrrolidin-1-yl)pyrimidine-5-carboxamide 2,2,2-trifluoroacetate